4-(amino)-2-(2,6-dioxo(3-piperidyl))-isoindoline-1,3-dione NC1=C2C(N(C(C2=CC=C1)=O)C1C(NC(CC1)=O)=O)=O